FC(CN1N=C(C(=C1)C1=CN=C(N1C)C(=O)NC1=CC(=C(C=C1)C(=O)N1CCN(CC1)C(=O)C1CCNCC1)CC)C(F)(F)F)F 5-[1-(2,2-difluoroethyl)-3-(trifluoromethyl)pyrazol-4-yl]-N-[3-ethyl-4-[4-(piperidine-4-carbonyl)piperazine-1-carbonyl]phenyl]-1-methylimidazole-2-carboxamide